2,6-diaminopyrazine NC1=NC(=CN=C1)N